(S)-4-((4-((4-(4-aminopyrimidin-2-yl)-1,3-dimethyl-1H-pyrazol-5-yl)oxy)butan-2-yl)amino)-6-chloro-N-(2,2-difluoroethyl)nicotinamide NC1=NC(=NC=C1)C=1C(=NN(C1OCC[C@H](C)NC1=CC(=NC=C1C(=O)NCC(F)F)Cl)C)C